ClC=1C(=C2C=NNC2=C(C1C1=CC=C(C=C1)CNC(C1=C(C=CC(=C1)F)OC)=O)C(=O)N)N1[C@@H](CCC1)C (R)-5-chloro-6-(4-((5-fluoro-2-methoxybenzoylamino)methyl)phenyl)-4-(2-methylpyrrolidin-1-yl)-1H-indazole-7-carboxamide